N-((1R,3S,5s,7s)-2-(5-(3-cyano-6-(1-methyl-1H-pyrazol-4-yl)pyrazolo[1,5-a]pyridin-4-yl)pyrazin-2-yl)-2-azaadamantan-5-yl)formamide C(#N)C=1C=NN2C1C(=CC(=C2)C=2C=NN(C2)C)C=2N=CC(=NC2)N2[C@@H]1CC3CC(C[C@@H]2C3)(C1)NC=O